C[C@H]1CN(C[C@H](N1)C=1C(=C2C(OC(C2=CC1)=O)([2H])[2H])C)C(=O)OC(C)(C)C tert-butyl (3S,5R)-3-methyl-5-(4-methyl-1-oxo-1,3-dihydroisobenzofuran-5-yl-3,3-d2)piperazine-1-carboxylate